FC(CCCS(=O)CCCCCCCCC[C@H]1[C@H]2[C@@H]3CC[C@@H]([C@@]3(C)CC[C@@H]2C=2C=CC(=CC2C1)O)O)(C(F)(F)F)F (7α,17β)-7-[9-[(4,4,5,5,5-pentafluoropentyl)sulfinyl]nonyl]-estra-1,3,5(10)-trien-3,17-diol